2-((3-(dimethylamino)propanoyl)oxy)propane-1,2,3-tricarboxylate CN(CCC(=O)OC(CC(=O)[O-])(CC(=O)[O-])C(=O)[O-])C